The molecule is a semisynthetic penicillin having a 6beta-{(2R)-2-[(2-oxoimidazolidine-1-carbonyl)amino]-2-phenylacetyl}amino side-group. It is an antibiotic used in treating infections caused by Pseudomonas aeruginosa, Escherichia coli and Haemophilus influenzae. It has a role as an antibacterial drug. It is a penicillin, a semisynthetic derivative and a penicillin allergen. It is a conjugate acid of an azlocillin(1-). CC1([C@@H](N2[C@H](S1)[C@@H](C2=O)NC(=O)[C@@H](C3=CC=CC=C3)NC(=O)N4CCNC4=O)C(=O)O)C